1-(4-((5-bromopyridin-2-yl)methyl)-2,3-dioxo-3,4-dihydropyrazin-1(2H)-yl)cyclopropane-1-carbonitrile BrC=1C=CC(=NC1)CN1C(C(N(C=C1)C1(CC1)C#N)=O)=O